(R)-N-(4-amino-3-fluorobenzyl)-6'-fluoro-4'-hydroxy-3',4'-dihydro-1'h-spiro[piperidine-4,2'-quinoline]-1-carboxamide NC1=C(C=C(CNC(=O)N2CCC3(NC4=CC=C(C=C4[C@@H](C3)O)F)CC2)C=C1)F